CN(C)CC1C(C1)C(=O)NC=1C=C2C(=CN1)N(C(=C2)C2=C(C=CC=C2)OC)C 2-((dimethylamino)methyl)-N-(2-(2-methoxyphenyl)-1-methyl-1H-pyrrolo[2,3-c]pyridin-5-yl)cyclopropane-1-carboxamide